NC=1C=CCC2C1NCC=N2 8-amino-1,2,4a,5-tetrahydrobenzo[b]pyrazine